CC1(N=C(OC1)C1=CC=C(C=C1)N1C2=CC=CC=C2C=2C=C(C=CC12)C=1C=CC=2N(C3=CC=CC=C3C2C1)C1=CC=C(C=C1)C=1OCC(N1)(C)C)C 9,9'-bis(4-(4,4-dimethyloxazolin-2-yl)phenyl)-9H,9'H-3,3'-bicarbazole